C1(CC1)N1C=C(C(C2=CC(=C(C=C12)N1CC(N(CC1)C(C)=O)C)F)=O)C(C=CC1=CC=CC=C1)=O 1-cyclopropyl-6-fluoro-7-(3-methyl-4-acetylpiperazin-1-yl)-3-cinnamoyl-quinolin-4(1H)-one